2-(2,4-dichlorophenyl)-7-(methylsulfonyl)benzo[d]imidazo[2,1-b]thiazole ClC1=C(C=CC(=C1)Cl)C=1N=C2SC3=C(N2C1)C=CC(=C3)S(=O)(=O)C